4-(1-methylethyl)-1,2-phenylenediamine CC(C)C1=CC(=C(C=C1)N)N